2-[6-(1,6-Diazaspiro[3.5]nonan-1-yl)[1,3]thiazolo[4,5-c]pyridazin-3-yl]-5-(1H-pyrazol-4-yl)phenol-Dihydrochlorid Cl.Cl.N1(CCC12CNCCC2)C=2SC1=C(N=NC(=C1)C1=C(C=C(C=C1)C=1C=NNC1)O)N2